C(C=C)(=O)N1CC(CC1)C=1C=CC(=C2C=NC=NC12)C1=CC=C(C(=O)NC2=NC=CC=C2)C=C1 4-(8-(1-acryloylpyrrolidin-3-yl)quinazolin-5-yl)-N-(pyridin-2-yl)benzamide